FC1=C(C=CC(=C1)F)C1=NC=C(C=C1)C(F)(F)F 2,4-difluorophenyl-5-(trifluoromethyl)pyridine